COC(=O)C1=CC(=NN1CC1=CC=C(C=C1)OC)C=1C=2N(C=C(C1)C=1C=NN(C1)C)N=CC2C#N 3-(3-cyano-6-(1-methyl-1H-pyrazol-4-yl)pyrazolo[1,5-a]pyridin-4-yl)-1-(4-methoxybenzyl)-1H-pyrazole-5-carboxylic acid methyl ester